2-bromo-6-(difluoromethoxy)pyridine-4-carboxylic acid BrC1=NC(=CC(=C1)C(=O)O)OC(F)F